FC1=C(C=CC=C1S(=O)(=O)C)NC1=NC=C(C(=N1)C1=CNC2=C(C=CC=C12)NC([C@H](CC)N1CCN(CC1)C)=O)C (S)-N-(3-(2-((2-fluoro-3-(methylsulfonyl)phenyl)amino)-5-methyl-pyrimidin-4-yl)-1H-indol-7-yl)-2-(4-methylpiperazin-1-yl)butanamide